NC1=CC=2C3=C(C(N(C2C=C1)C)=O)OCCC(N3)C(F)F 10-amino-2-(difluoromethyl)-7-methyl-1,2,3,4-tetrahydro-[1,4]oxazepino[2,3-c]quinolin-6(7H)-one